S1C(=NC2=C1C=CC=C2)C=2C(=C(C=O)C=C(C2)C)O (benzothiazol-2-yl)-2-hydroxy-5-methylbenzaldehyde